6,6,9-trimethyl-2-(5-methyl-4H-1,2,4-triazol-3-yl)-3-pentyl-6a,7,8,10a-tetrahydro-6H-benzo[c]chromen-1-ol CC1(OC=2C=C(C(=C(C2C2C1CCC(=C2)C)O)C2=NN=C(N2)C)CCCCC)C